ethyl-4-[(E)-2-(dimethylamino)ethenyl]-2-(1-methylpyrazol-4-yl)pyrimidine C(C)C=1C(=NC(=NC1)C=1C=NN(C1)C)\C=C\N(C)C